4-(3-aminopropylamino)butanal NCCCNCCCC=O